butanoic acid hexyl ester C(CCCCC)OC(CCC)=O